CC1=C(C(=O)NC2(CC2)C2=C3C=CC=NC3=CC(=C2)N(CC(F)(F)F)C)C=C(C=C1)OC[C@H]1N(CC1)C (S)-2-Methyl-N-(1-(7-(methyl(2,2,2-trifluoroethyl)amino)quinolin-5-yl)cyclopropyl)-5-((1-methylazetidin-2-yl)methoxy)benzamide